C(#N)C=1C=C2COC(=O)C2=CC1 5-Cyanophthalide